C(#C)C1=CC(=NC=2N=C(N=CC21)NC2=CC(=C(C=C2)N2CCN(CC2)C)NCC2=NN(C=C2)C)OC N1-{5-ethynyl-7-methoxypyrido[2,3-d]pyrimidin-2-yl}-4-(4-methylpiperazin-1-yl)-N3-[(1-methylpyrazol-3-yl)methyl]benzene-1,3-diamine